(S)-1-(5-(2-(3-(1-methyl-1H-pyrazol-4-yl)benzoylamino)-1-phenyl-1H-imidazol-4-yl)pentanoyl)piperidine-3-carboxylic acid CN1N=CC(=C1)C=1C=C(C(=O)NC=2N(C=C(N2)CCCCC(=O)N2C[C@H](CCC2)C(=O)O)C2=CC=CC=C2)C=CC1